FC(C1=C(CN2N=CC(=C2)N(C(=O)C2=NOC(=C2)C2=NC=CC=C2)C)C=CC(=C1)C(F)(F)F)(F)F N-(1-(2,4-bis(trifluoromethyl)benzyl)-1H-pyrazol-4-yl)-N-methyl-5-(pyridin-2-yl)isoxazole-3-carboxamide